FC=1C=C2C(=CNC2=CC1)CCC 1-(5-fluoro-1H-indol-3-yl)propan